C(C)OC=1C=NCN(C1)C1=NNC(=C1)C 5-ethoxy-N-(5-methyl-1H-pyrazol-3-yl)pyrimidin